CC1=NC2=CC=C(C=C2C=C1)CN(C(OC(C)(C)C)=O)C1CCOCC1 tert-butyl ((2-methylquinolin-6-yl)methyl)(tetrahydro-2H-pyran-4-yl)carbamate